5-benzyl-2-(4-fluorophenyl)-6,7-dihydropyrazolo[1,5-a]pyrazin-4(5H)-one C(C1=CC=CC=C1)N1C(C=2N(CC1)N=C(C2)C2=CC=C(C=C2)F)=O